8-cyclopentyl-6-(2-methoxy-ethoxymethyl)-2-(5-piperazin-1-yl-pyridin-2-ylamino)-8H-pyrido[2,3-d]Pyrimidin-7-one C1(CCCC1)N1C(C(=CC2=C1N=C(N=C2)NC2=NC=C(C=C2)N2CCNCC2)COCCOC)=O